Cl.BrC1=CC(=CC(=N1)[C@@H](C)N)C (R)-1-(6-bromo-4-methylpyridin-2-yl)ethan-1-amine, hydrochloride